3-(cyclopropylmethyl)-16-fluoro-5,10,19-trimethyl-20-oxa-3,4,9,10,11,23,25-heptaazapentacyclo[19.3.1.02,6.08,12.013,18]pentacosa-1(24),2(6),4,8,11,13,15,17,21(25),22-decaen-22-amine C1(CC1)CN1C=2C3=CN=C(C(OC(C4=CC(=CC=C4C4=NN(N=C4CC2C(=N1)C)C)F)C)=N3)N